C(CCCCC)C1=CC=C(OC=2C3=CC=CC=C3C(=C3C=CC=CC23)OC2=CC=C(C=C2)CCCCCC)C=C1 9,10-di(4-hexylphenoxy)anthracene